prop-2-yn-1-yl (5-((S)-2-((S)-2-((tert-butoxycarbonyl)amino)-3-methylbutanamido)-5-ureidopentanamido)-2-(((tert-butyldiphenylsilyl)oxy)methyl)benzyl)(prop-2-yn-1-yl)carbamate C(C)(C)(C)OC(=O)N[C@H](C(=O)N[C@H](C(=O)NC=1C=CC(=C(CN(C(OCC#C)=O)CC#C)C1)CO[Si](C1=CC=CC=C1)(C1=CC=CC=C1)C(C)(C)C)CCCNC(=O)N)C(C)C